C(C1=CC=CC=C1)OC(=O)N1CCC(=C[C@H]1C1=CC=C(C=C1)C(=O)OC)C=1C=NN(C1)C[2H] (S)-6-(4-(methoxycarbonyl)phenyl)-4-(1-(deuteromethyl)-1H-pyrazol-4-yl)-3,6-dihydropyridine-1(2H)-carboxylic acid benzyl ester